C(#N)C=1C=C(C=CC1F)NC(=O)C1=C(N(C(=C1C)C(C(=O)NC1(CC(C1)(F)F)C(NC)=O)=O)C)C (3-cyano-4-fluorophenyl)-5-(2-((3,3-difluoro-1-(methylcarbamoyl)cyclobutyl)amino)-2-oxoacetyl)-1,2,4-trimethyl-1H-pyrrole-3-carboxamide